C(C)OC1=CC=C(C=N1)C1=CN=CC(=N1)C(=O)NCC1=NC=C2N1C=C(C=C2)OC 6-(6-ethoxypyridin-3-yl)-N-((6-methoxyimidazo[1,5-a]pyridin-3-yl)methyl)pyrazine-2-carboxamide